6-(3,5-dimethylpyrazol-1-yl)-2-[[1-(6-fluoroquinazolin-4-yl)azetidin-3-yl]methyl]pyridazin-3-one CC1=NN(C(=C1)C)C=1C=CC(N(N1)CC1CN(C1)C1=NC=NC2=CC=C(C=C12)F)=O